C(\C=C\CC(=O)O)(=O)O trans-pentenedioic acid